C1(CC1)CNS(=O)(=O)C1=C(SC2=C1C[C@H](CC2)N2C(=NN=C2)NC=2N(N=C(C2)OC(F)F)C)NC(=O)C2CC2 |o1:14| N-[(5S*)-3-(cyclopropylmethylsulfamoyl)-5-[3-[[5-(difluoromethoxy)-2-methyl-pyrazol-3-yl]amino]-1,2,4-triazol-4-yl]-4,5,6,7-tetrahydrobenzothiophen-2-yl]cyclopropanecarboxamide